C(C)(C)(C)OC(C(C1=C(C=CC(=C1)F)C1OCC(CC1)(F)F)Br)=O 2-bromo-2-(2-(5,5-difluorotetrahydro-2H-pyran-2-yl)-5-fluorophenyl)acetic acid tert-butyl ester